COC1=CC=C2C=C(C(=NC2=C1)C(=O)O)C(=O)O 7-methoxy-2,3-quinolinedicarboxylic acid